11-fluoro-8-phenyl-3H-benzo[d]naphtho[1,2-b]azepine FC1=CC=C(C2=C1C=1C(=NC=C2)C2=CCC=CC2=CC1)C1=CC=CC=C1